N-amino-α-methyl-3-hydroxy-L-tyrosine monohydrate O.NN[C@@](CC1=CC(=C(C=C1)O)O)(C(=O)O)C